C(C)(C)(C)OC[C@H]1C(NC=2C(=NC(=NC2N1C)NCC=1C=NN(C1)CC1=CC(=C(C(=C1)F)F)F)C)=O (S)-7-(tert-butoxymethyl)-4,8-dimethyl-2-(((1-(3,4,5-trifluorobenzyl)-1H-pyrazol-4-yl)methyl)amino)-7,8-dihydropteridin-6(5H)-one